fluoro-4-(4-(5-fluoropyrimidin-2-yl)piperazin-1-yl)aniline Racemic-tert-butyl-(6R,7S)-7-cyano-6-(m-tolyl)-4-azaspiro[2.4]heptane-4-carboxylate C(C)(C)(C)OC(=O)N1C2(CC2)[C@H]([C@@H](C1)C=1C=C(C=CC1)C)C#N.FNC1=CC=C(C=C1)N1CCN(CC1)C1=NC=C(C=N1)F |r|